FC(C=1C(=C(C=CC1)[C@@H](C)NC=1C=2C(N=C(N1)C)=C(C(N(C2)C2(CC2)CF)=O)C(C)(C)O)F)F (R)-4-((1-(3-(difluoromethyl)-2-fluorophenyl)ethyl)amino)-6-(1-(fluoromethyl)cyclopropyl)-8-(2-hydroxyprop-2-yl)-2-methylpyrido[4,3-d]pyrimidine-7(6H)-one